C(C)(C)(C)[S@@](=O)N[C@H]1C2(CC3=CC=CC=C13)CN(C2)C(=O)OC(C)(C)C tert-butyl (R)-1'-(((R)-tert-butylsulfinyl) amino)-1',3'-dihydrospiro[azetidine-3,2'-indene]-1-carboxylate